O[C@H]1[C@@H](CCCC1)NC=1N=NC(=C(N1)C)C1=C(C=C(C=C1)OC(F)(F)F)O 2-(3-{[(1R,2R)-2-hydroxycyclohexyl]amino}-5-methyl-1,2,4-triazin-6-yl)-5-(trifluoromethoxy)phenol